C(C)(=O)OOC1=NC=C(C(=C1SC1=C(C=C(C(=C1)N1C(N(C(=CC1=O)C(F)(F)F)N)=O)F)Cl)CCOCCOC)F 2-(2-Methoxyethoxy)ethyl-{[3-({5-[3-amino-2,6-dioxo-4-(trifluoromethyl)-3,6-dihydropyrimidin-1(2H)-yl]-2-chloro-4-fluorophenyl} sulfanyl)-5-fluoropyridin-2-yl] oxy} acetat